C1=BrBr=BrBr=Br1 pentabromine